4-((4-chlorobenzyl)oxy)-2,5-difluoroaniline ClC1=CC=C(COC2=CC(=C(N)C=C2F)F)C=C1